2-amino-3-(6-fluoro-1H-indol-3-yl)propionic acid NC(C(=O)O)CC1=CNC2=CC(=CC=C12)F